4-(2-methoxyethyl)-4-phenethylpiperidine-1-carboxylic acid tert-butyl ester C(C)(C)(C)OC(=O)N1CCC(CC1)(CCC1=CC=CC=C1)CCOC